N-(cis-4-(2-(4-(2,3-dichlorophenyl)piperazin-1-yl)ethyl)-4-fluorocyclohexyl)-3,3-difluoroazetidine-1-carboxamide ClC1=C(C=CC=C1Cl)N1CCN(CC1)CCC1(CCC(CC1)NC(=O)N1CC(C1)(F)F)F